4-(indol-3-yl)butyric acid N1C=C(C2=CC=CC=C12)CCCC(=O)O